2-((3-(5-(3,5-difluorophenyl)-4,5-dihydro-1H-pyrazole-1-carbonyl)bicyclo[1.1.1]-pentan-1-yl)methyl)-2H-pyrazolo[4,3-b]pyridine-5-carbonitrile FC=1C=C(C=C(C1)F)C1CC=NN1C(=O)C12CC(C1)(C2)CN2N=C1C(N=C(C=C1)C#N)=C2